[Si](C1=CC=CC=C1)(C1=CC=CC=C1)(C(C)(C)C)OCC1=CC(=NN1C)CCl 5-(((Tert-butyldiphenylsilyl)oxy)methyl)-3-(chloromethyl)-1-methyl-1H-pyrazole